Cl.C(C)(C)N1CCN(CC1)C1=CC=C(C=C1)OC 1-isopropyl-4-(p-methoxyphenyl)piperazine hydrochloride